2-Chloro-N-(2-((4,4-difluorocyclohexyl)amino)-2-oxo-1-(pyrimidin-5-yl)ethyl)-2-fluoro-N-(4-(thiazol-5-yl)phenyl)acetamide ClC(C(=O)N(C1=CC=C(C=C1)C1=CN=CS1)C(C(=O)NC1CCC(CC1)(F)F)C=1C=NC=NC1)F